5-fluoro-2-difluoromethoxybenzaldehyde FC=1C=CC(=C(C=O)C1)OC(F)F